1-((3-(1-(3H-imidazo[4,5-b]pyridin-5-yl)pyrrolidin-2-yl)-5-fluoropyridin-2-yl)-oxy)propan-2-amine N1=CNC2=NC(=CC=C21)N2C(CCC2)C=2C(=NC=C(C2)F)OCC(C)N